C(C)(C)(C)OC(=O)N1CCC(CC1)C1=C(C(=CC=C1)F)NC(=O)N1CCC(CC1)C1=CC=C(C=C1)C 4-(3-fluoro-2-{[4-(4-methylphenyl)piperidine-1-carbonyl]amino}phenyl)piperidine-1-carboxylic acid tert-butyl ester